OC1=C(C=NN1C)C1=NC(=CC(=C1)C(=O)OC)C methyl 2-(5-hydroxy-1-methylpyrazol-4-yl)-6-methylpyridine-4-carboxylate